(1r,4r)-4-((4-(2,2-difluoroethoxy)-5-(imidazo[1,2-a]pyrimidin-6-yl)pyrrolo[2,1-f][1,2,4]triazin-2-yl)amino)-1-methylcyclohexan-1-ol FC(COC1=NC(=NN2C1=C(C=C2)C=2C=NC=1N(C2)C=CN1)NC1CCC(CC1)(O)C)F